NC1=NC(=NN2C1=NC=C2CC=2C=C(C(=NC2)N2CCN(CC2)C(CN(C(OC(C)(C)C)=O)C)=O)C)OC(CCC)CCC tert-butyl (2-(4-(5-((4-amino-2-(heptan-4-yloxy)imidazo[2,1-f][1,2,4]triazin-7-yl)methyl)-3-methylpyridin-2-yl)piperazin-1-yl)-2-oxoethyl)(methyl)carbamate